benzyl 4-{4-[bis(4-methoxybenzyl)amino]-8-vinylpyrazolo[1,5-a][1,3,5]triazin-2-yl}piperazine-1-carboxylate COC1=CC=C(CN(C2=NC(=NC=3N2N=CC3C=C)N3CCN(CC3)C(=O)OCC3=CC=CC=C3)CC3=CC=C(C=C3)OC)C=C1